NC1CCN(CC1)C1=NC(=C(C(N1C)=O)C=1C=C2C=CN(C2=CC1)C)C1=CC=C(C=C1)O 2-(4-amino-piperidin-1-yl)-6-(4-hydroxy-phenyl)-3-methyl-5-(1-methyl-1H-indol-5-yl)-3H-pyrimidin-4-one